N-((3S,4S)-1-(4-aminobutanoyl)-3-methylpiperidin-4-yl)-7-methyl-1H-indole NCCCC(=O)N1C[C@@H]([C@H](CC1)N1C=CC2=CC=CC(=C12)C)C